ClC=1C=C2N=C3C=CC(=CC3=C(C2=CC1)NC1=CC(=C(C=C1)O)CN1CCN(CC1)CCOC)OC 4-((6-Chloro-2-methoxyacridin-9-yl)amino)-2-((4-(2-methoxyethyl)-piperazin-1-yl)methyl)phenol